C1(CC1)C(C#CC=1C2=C(C(N(C1)C)=O)NC(=C2C(=O)OCCC#N)C)(C)O 2-cyanoethyl 4-(3-cyclopropyl-3-hydroxy-but-1-ynyl)-2,6-dimethyl-7-oxo-1H-pyrrolo[2,3-c]pyridine-3-carboxylate